3-hexadecyl-1-methylimidazole C(CCCCCCCCCCCCCCC)N1CN(C=C1)C